C(C)(C)(C)OC(N(C)CCN(C)CCO)=O (2-((2-hydroxyethyl)(methyl)amino)ethyl)(methyl)carbamic acid tert-butyl ester